3-(tert-butoxycarbonylamino)cyclopentanecarboxylic acid C(C)(C)(C)OC(=O)NC1CC(CC1)C(=O)O